C(C=C)NCC(CCCC)C N-allyl-2-methyl-1-hexanamine